C(C)OC(=O)C1=C(N=C(S1)C1=CC2=NC(=CC(=C2S1)C#N)C(C)C)C.C(C)(C)(C)C=1C=CC(=C(C1)N1N=C2C(=N1)C=CC=C2)O 2-(5'-tert-butyl-2'-hydroxyphenyl)benzotriazole Ethyl-2-(7-cyano-5-isopropylthieno[3,2-b]pyridin-2-yl)-4-methylthiazole-5-carboxylate